sodium chlorate salt Cl(=O)(=O)[O-].[Na+]